6-chloro-3-(((R)-1-(2-cyano-3-((R)-3-methoxypiperidin-1-yl)-7-methylquinoxalin-5-yl)ethyl)amino)picolinic acid ClC1=CC=C(C(=N1)C(=O)O)N[C@H](C)C1=C2N=C(C(=NC2=CC(=C1)C)C#N)N1C[C@@H](CCC1)OC